(terphenyl-yl)(diphenylfluorenyl)(spirobifluorenyl)amine C1(=C(C=CC=C1)N(C=1C2(C3=CC4=CC=CC=C4C3=CC1)C=CC=C1C3=CC=CC=C3C=C12)C1=C(C(=CC=2C3=CC=CC=C3CC12)C1=CC=CC=C1)C1=CC=CC=C1)C=1C(=CC=CC1)C1=CC=CC=C1